bis(2-methylpropyl)propan-1-amine CC(CC(CC)(N)CC(C)C)C